2-((1R,5S,6S)-3-(8,8-difluoro-2-((S)-2-methylazetidin-1-yl)-5,6,7,8-tetrahydroquinazolin-4-yl)-3-azabicyclo[3.1.1]heptan-6-yl)-1-(piperazin-1-yl)ethan-1-one FC1(CCCC=2C(=NC(=NC12)N1[C@H](CC1)C)N1C[C@H]2C([C@@H](C1)C2)CC(=O)N2CCNCC2)F